NC1=C(C=C(C=C1)C1=NNC(O1)=O)OCC1=CC=CC=C1 5-(4-amino-3-(benzyloxy)phenyl)-1,3,4-oxadiazol-2(3H)-one